2-methoxy-5-[2-(trifluoromethyl)-6-[3-(pentafluoroethyl)phenyl]imidazo[1,2-a]pyrazin-3-yl]phenol COC1=C(C=C(C=C1)C1=C(N=C2N1C=C(N=C2)C2=CC(=CC=C2)C(C(F)(F)F)(F)F)C(F)(F)F)O